N-[[4-[6-[4-[[4-[4-[(2,6-dioxo-3-piperidyl)amino]phenyl]-1-piperidyl]methyl]phenyl]pyrrolo[2,1-f][1,2,4]triazin-4-yl]-2-methyl-phenyl]methyl]-4-(trifluoromethyl)benzamide O=C1NC(CCC1NC1=CC=C(C=C1)C1CCN(CC1)CC1=CC=C(C=C1)C=1C=C2C(=NC=NN2C1)C1=CC(=C(C=C1)CNC(C1=CC=C(C=C1)C(F)(F)F)=O)C)=O